N1CC(CC1)CCCCCCCCCCC(=O)N 11-(pyrrolidin-3-yl)undecanamide